2-[4-[(E)-3-(4-Chloro-3-nitrophenyl)prop-2-enoyl]phenoxy]acetic acid ClC1=C(C=C(C=C1)/C=C/C(=O)C1=CC=C(OCC(=O)O)C=C1)[N+](=O)[O-]